tert-Butyl 4-(difluoro(imidazo[1,2-a]pyridin-8-ylsulfonyl)methyl)-piperidine-1-carboxylate FC(C1CCN(CC1)C(=O)OC(C)(C)C)(S(=O)(=O)C=1C=2N(C=CC1)C=CN2)F